N-((1R,2R)-2-methoxycyclobutyl)-7-(methylamino)-5-((6'-oxo-1',6'-dihydro-3'H-spiro[cyclopropane-1,4'-pyrido[2,1-c][1,4]oxazin]-7'-yl)amino)pyrazolo[1,5-a]pyrimidine-3-carboxamide CO[C@H]1[C@@H](CC1)NC(=O)C=1C=NN2C1N=C(C=C2NC)NC2=CC=C1COCC3(N1C2=O)CC3